COC(C1=CC=C(C=C1)CCN1NCCC1=O)=O 4-(2-(5-oxopyrazolidin-1-yl)ethyl)benzoic acid methyl ester